FC1=C(C=CC(=C1)OC1=CC=CC=C1)C1=CN(C=2N=CN=C(C21)N)[C@@H]2CC[C@H](CC2)N2C[C@H](NCC2)C 5-(2-fluoro-4-phenoxyphenyl)-7-((trans)-4-((R)-3-methylpiperazin-1-yl)cyclohexyl)-7H-pyrrolo[2,3-d]pyrimidin-4-amine